3'-(dimethylenedioxy)dipropionimidate O(CCOCCC([O-])=N)CCC([O-])=N